ClC1=C(C=CC(=C1)C1=CC=CC=C1)COC1=NN2C(NC(=CC2=O)CCC)=N1 2-[(2-chloro-4-phenyl-phenyl)methoxy]-5-propyl-4H-[1,2,4]triazolo[1,5-a]pyrimidin-7-one